C1(CC1)C1=NNC(=N1)C1CC2(CN(C2)C(=O)N2CC3(C2)CCN(C3)CC=3C=NC(=CC3)C(F)(F)F)C1 [6-(3-cyclopropyl-1H-1,2,4-triazol-5-yl)-2-azaspiro[3.3]heptan-2-yl]-[7-[[6-(trifluoromethyl)-3-pyridyl]methyl]-2,7-diazaspiro[3.4]octan-2-yl]methanone